N(O)=C=C(C(=O)O)C.N(O)=C=C(C(=O)O)C oximinomethacrylate (oximino methacrylate)